C(C)(=O)O[C@@H]1COC2=C1C=C(C=C2S(NC2=C(C(=C(C=C2)F)C=2C(=C1C=NC(=NC1=CC2)NC2CCN(CC2)C2CC2)F)F)(=O)=O)Cl (3S)-5-chloro-7-[(3-{2-[(1-cyclopropylpiperidin-4-yl)amino]-5-fluoroquinazolin-6-yl}-2,4-difluorophenyl)sulfamoyl]-2,3-dihydro-1-benzofuran-3-yl acetate